FC(C(O)C1=CC(=C(C=C1)C=1N(C=C(N1)C(F)(F)F)C(C)C)F)(F)F 2,2,2-trifluoro-1-(3-fluoro-4-(1-isopropyl-4-(trifluoromethyl)-1H-imidazol-2-yl)phenyl)ethan-1-ol